ClC1=C2C(=NC=C1)N=CC2C 4-chloro-3-methyl-3H-pyrrolo[2,3-b]pyridine